FC(C=1C=C(C=C(C1)C(F)(F)F)C(C)C1=CC=2NC3=CC=CC=C3SC2C=C1)(F)F 2-(1-(3,5-bis(trifluoromethyl)phenyl)ethyl)-10H-phenothiazine